N1N=NCC1 4,5-dihydro-1,2,3-triazole